NC1(CC1)CNC1=NC(=C2C(=N1)N(N=C2)C)NCC2=CC(=C(C=C2)OCCC2(N=N2)CCC#C)Cl 6-N-[(1-aminocyclopropyl)methyl]-4-N-[[4-[2-(3-but-3-ynyldiazirin-3-yl)ethoxy]-3-chlorophenyl]methyl]-1-methylpyrazolo[3,4-d]pyrimidine-4,6-diamine